ClC1=NN=C(C2=CC=CC=C12)NC1COCC1 4-chloro-N-(tetrahydrofuran-3-yl)phthalazin-1-amine